3-azabicyclo[3.1.1]heptan-1-ylmethanol hydrochloride Cl.C12(CNCC(C1)C2)CO